FC12CC(C1)(C2)C(=O)O 3-fluoro-bicyclo[1.1.1]pentane-1-carboxylic acid